N-(2-(4,4-difluorocyclohex-1-en-1-yl)ethyl)picolinamide FC1(CC=C(CC1)CCNC(C1=NC=CC=C1)=O)F